N-(cyanomethyl)-4-(2-((1-(1-(1-hydroxycyclopropanecarbonyl)piperidin-4-yl)-1H-pyrazol-4-yl)amino)-5-methylpyrimidin-4-yl)benzamide C(#N)CNC(C1=CC=C(C=C1)C1=NC(=NC=C1C)NC=1C=NN(C1)C1CCN(CC1)C(=O)C1(CC1)O)=O